4,4-difluoro-3,3-dimethyl-1-(3-quinolinyl)isoquinoline FC1(C(N=C(C2=CC=CC=C12)C=1C=NC2=CC=CC=C2C1)(C)C)F